CN1N=CC(=C1C)[C@H]1CN([C@H](C2=CC=CC=C12)C)C(=O)NCCCCC |r| rac-(1S,4S)-4-(1,5-dimethylpyrazol-4-yl)-1-methyl-N-pentyl-3,4-dihydro-1H-isoquinoline-2-carboxamide